N-(4-((1R)-1-(4-((1,4-dioxan-2-yl)methoxy)-6-methyl-2-oxopyridin-1(2H)-yl)ethyl)-2-fluorophenyl)pyrazine-2-carboxamide O1C(COCC1)COC1=CC(N(C(=C1)C)[C@H](C)C1=CC(=C(C=C1)NC(=O)C1=NC=CN=C1)F)=O